N[C@H](C(=O)O)CCN(CC1=C(C=CC=C1)OCC1=CC(=CC=C1)C)CC1=C(C=CC=C1)OC1=C(C=CC=C1)F (S)-2-amino-4-((2-(2-fluorophenoxy)benzyl)(2-((3-methylbenzyl)oxy)benzyl)amino)butanoic acid